C1(CCC1)C1=NC=CC(=C1)C1=NOC(=N1)[C@@H](C)NC(=O)C1=CC(=NN1C)C(F)(F)F (R)-N-(1-(3-(2-cyclobutylpyridin-4-yl)-1,2,4-oxadiazol-5-yl)ethyl)-1-methyl-3-(trifluoromethyl)-1H-pyrazole-5-carboxamide